The molecule is an azaarene that is the 2,3-diaza analogue of naphthalene. The parent of the class of phthalazines. It is a mancude organic heterobicyclic parent, a member of phthalazines, an azaarene and an ortho-fused heteroarene. C1=CC=C2C=NN=CC2=C1